(S)-3-(1-aminoethyl)-8-chloro-2-(1H-1,2,4-triazol-3-yl)isoquinolin-1(2H)-one N[C@@H](C)C=1N(C(C2=C(C=CC=C2C1)Cl)=O)C1=NNC=N1